F[P-](F)(F)(F)(F)F.C(CCC)P(CCCC)(CCCC)CCCC Tetrabutyl-phosphine hexafluorophosphate